methyl-3-chloro-2-oxo-1-(4-phenyl-3,4-dihydro-2H-benzo[b][1,4]oxazin-6-yl)-1,2-dihydrothieno[2,3-b]pyrazine-6-carboxylate COC(=O)C1=CC2=C(N=C(C(N2C2=CC3=C(OCCN3C3=CC=CC=C3)C=C2)=O)Cl)S1